C(C)OC(CNC1=NC=NC(=C1I)Cl)=O (6-chloro-5-iodopyrimidin-4-yl)glycine ethyl ester